ClC=1C=CC=C2C=CC=C(C12)C(CC(CC(=O)OC)=O)O methyl 5-(8-chloronaphthalen-1-yl)-5-hydroxy-3-oxopentanoate